CC=1N=C(SC1C)NC(=O)C=1C(=C(C=CC1)NCCOCCOCCC(=O)O)C 3-(2-(2-((3-((4,5-dimethylthiazol-2-yl)carbamoyl)-2-methylphenyl)amino)ethoxy)ethoxy)propanoic acid